2-(6-{[(5S,7S)-5-methyl-4-azaspiro[2.5]octan-7-yl]oxy}pyridazin-3-yl)-5-[1-(2H3)methyl-1H-pyrazol-4-yl]pyridin-3-ol C[C@@H]1NC2(CC2)C[C@H](C1)OC1=CC=C(N=N1)C1=NC=C(C=C1O)C=1C=NN(C1)C([2H])([2H])[2H]